O1C(OCC1)C=1C(=NC=CC1)C1=C(C(=CC(=C1)F)[N+](=O)[O-])OC (1,3-Dioxolan-2-yl)-2-(5-fluoro-2-methoxy-3-nitrophenyl)pyridine